C(C)(C)C=1C=C(C=CC1C(C)C)C1=CC=CC=C1 3,4-diisopropylbiphenyl